N1(CCN(CC1)CCN)CCN 2,2'-(piperazine-1,4-diyl)bis(ethan-1-amine)